BrC1=CC(=C(CC2=NC3=C(N2C2COCC2(C)C)C=C(C=C3)C(=O)OC)C=C1F)Cl Methyl 2-(4-bromo-2-chloro-5-fluorobenzyl)-1-(4,4-dimethyltetrahydrofuran-3-yl)-1H-benzo[d]imidazole-6-carboxylate